(3R,4S)-3,4-DIETHYLTETRAHYDROTHIOPHENE-3,4-DIOL Titanium (IV) chloride [Ti](Cl)(Cl)(Cl)Cl.C(C)[C@@]1(CSC[C@]1(O)CC)O